C(C1=CC=CC=C1)N1C([C@H](NC([C@@H]1CC)=O)CC)=O (3R,6S)-1-benzyl-3,6-diethyl-piperazine-2,5-dione